4-(3-(4,4,5,5-tetramethyl-1,3,2-dioxaborol-2-yl)benzyl)Morpholine CC1(OB(OC1(C)C)C=1C=C(CN2CCOCC2)C=CC1)C